ClC1=C(CNC(OC(C)(C)C)=O)C(=CC(=C1)C=1N=C2SC3=C(N2C1)C=CC(=C3)C(NCCCN3CCCCC3)=O)F tert-butyl (2-chloro-6-fluoro-4-(7-((3-(piperidin-1-yl)propyl)carbamoyl)benzo[d]imidazo[2,1-b]thiazol-2-yl)benzyl)carbamate